O=C1N(CCC(N1)=O)C=1C=CC(=NC1)OCCCN1[C@H](CN(C[C@H]1C)C(=O)OCC1=CC=CC=C1)C Benzyl (3S,5R)-4-(3-((5-(2,4-dioxotetrahydropyrimidin-1(2H)-yl)pyridin-2-yl)oxy)propyl)-3,5-dimethylpiperazine-1-carboxylate